4-[(1S)-2-[(4S)-4-benzyl-2-oxo-oxazolidin-3-yl]-1-[(3-bromophenyl)methyl]-2-oxoethyl]-3,3-difluoro-pyrrolidine-1-carboxylic acid tert-butyl ester C(C)(C)(C)OC(=O)N1CC(C(C1)[C@@H](C(=O)N1C(OC[C@@H]1CC1=CC=CC=C1)=O)CC1=CC(=CC=C1)Br)(F)F